BrC1=C(C=C2CN(C(C2=C1)=O)C1C(NC(CC1)=O)=O)CN1CCC(CC1)C(=O)NC1=NC=C(C(=C1)C1=C2N(N=C1)CC(C2)(C)C)Cl 1-((6-bromo-2-(2,6-dioxopiperidin-3-yl)-1-oxoisoindolin-5-yl)methyl)-N-(5-chloro-4-(5,5-dimethyl-5,6-dihydro-4H-pyrrolo[1,2-b]pyrazol-3-yl)pyridin-2-yl)piperidine-4-carboxamide